1-(4-phenylsulfanylphenyl)-octan-1-one-oxime C1(=CC=CC=C1)SC1=CC=C(C=C1)C(CCCCCCC)=NO